COC1=NC=C(C(=C1)OC=1C(=NC(=NC1)N)N)C(=C)C 5-((2-methoxy-5-(prop-1-en-2-yl)pyridin-4-yl)oxy)pyrimidine-2,4-diamine